(3R)-3-(4-chlorophenyl)-2-[(5-chloropyrimidin-2-yl)methyl]-6-[1-(dimethylamino)-2-hydroxybutan-2-yl]-4-fluoro-3-[(3S)-oxolan-3-yloxy]-2,3-dihydro-1H-isoindol-1-one ClC1=CC=C(C=C1)[C@@]1(N(C(C2=CC(=CC(=C12)F)C(CN(C)C)(CC)O)=O)CC1=NC=C(C=N1)Cl)O[C@@H]1COCC1